N-((2S)-1-((1-(8-acetyl-2-oxo-1,8-diazaspiro[4.5]decan-3-yl)-3-hydroxypropan-2-yl)amino)-4-methyl-1-oxopentan-2-yl)-1H-indole-2-carboxamide C(C)(=O)N1CCC2(CC(C(N2)=O)CC(CO)NC([C@H](CC(C)C)NC(=O)C=2NC3=CC=CC=C3C2)=O)CC1